tert-butyl tert-butyl(3-((7R,14R)-1-(difluoromethoxy)-6-(methyl-d3)-5-oxo-5,6,7,14-tetrahydro-7,14-methanobenzo[f]benzo[4,5]imidazo[1,2-a][1,4]diazocin-11-yl)prop-2-yn-1-yl)carbamate C(C)(C)(C)N(C(OC(C)(C)C)=O)CC#CC1=CC2=C(N=C3N2[C@H]2C4=C(C(N([C@@H]3C2)C([2H])([2H])[2H])=O)C=CC=C4OC(F)F)C=C1